FC(S(=O)(=O)OC1=CN(CC2=CC=CC(=C12)F)C(=O)C1[N@@](C1)C(C1=CC=CC=C1)(C1=CC=CC=C1)C1=CC=CC=C1)(F)F (R)-5-fluoro-2-(1-tritylaziridine-2-carbonyl)-1,2-dihydroisoquinolin-4-yl trifluoromethanesulfonate